2-[(2R)-3-(3,4-Dihydro-1H-isochinolin-2-yl)-2-hydroxy-propyl]-6-(1,1-dioxo-1,4-thiazinan-4-yl)-3,4-dihydroisochinolin-1-on C1N(CCC2=CC=CC=C12)C[C@H](CN1C(C2=CC=C(C=C2CC1)N1CCS(CC1)(=O)=O)=O)O